bis(4-octyloxy)iodonium CCCC(CCCC)O[I+]OC(CCC)CCCC